[Si](C)(C)(C(C)(C)C)O[C@@H]1C[C@@H](N(C1)C(=O)OCC1=CC=CC=C1)C=O benzyl (2R,4R)-4-((tert-butyldimethylsilyl)oxy)-2-formylpyrrolidine-1-carboxylate